(2S,4R)-4-hydroxy-1-((S)-2-((S)-2-(2-methoxyacetamido)-4-methylpentanoylamino)propionyl)-N-(4-(4-methylthiazol-5-yl)benzyl)pyrrolidine-2-carboxamide O[C@@H]1C[C@H](N(C1)C([C@H](C)NC([C@H](CC(C)C)NC(COC)=O)=O)=O)C(=O)NCC1=CC=C(C=C1)C1=C(N=CS1)C